C=C1OCCO1 2-methylene-1,3-dioxolane